(1R,3S)-1-((2'-(benzyloxy)-2,6-difluoro-[1,1'-biphenyl]-3-yl)methyl)-3-(methylsulfonamido)cyclopentane-1-carboxamide C(C1=CC=CC=C1)OC1=C(C=CC=C1)C1=C(C(=CC=C1F)C[C@]1(C[C@H](CC1)NS(=O)(=O)C)C(=O)N)F